N-((6-methyl-2-oxo-4-(trifluoromethyl)-1,2-dihydropyridin-3-yl)methyl)-6-(trifluoromethyl)nicotinamide CC1=CC(=C(C(N1)=O)CNC(C1=CN=C(C=C1)C(F)(F)F)=O)C(F)(F)F